perbenzoic acid C1=CC=CC=C1C(=O)OO